CN(C=1C=CC=2NC3=CC=C(C=C3S(C2C1)Cl)N(C)C)C 3,7-bis(dimethylamino)phenothiazine-5-yl chloride